potassium triphosphate [O-]P([O-])(=O)OP(=O)([O-])OP(=O)([O-])[O-].[K+].[K+].[K+].[K+].[K+]